(R)-(2-methoxy-5-methylphenyl)(1-(phenylsulfonyl)-1H-indol-2-yl)methylamine COC1=C(C=C(C=C1)C)NCC=1N(C2=CC=CC=C2C1)S(=O)(=O)C1=CC=CC=C1